3,3'-diamino-5,5'-bis(trifluoromethyl)biphenyl NC=1C=C(C=C(C1)C(F)(F)F)C1=CC(=CC(=C1)C(F)(F)F)N